C(C=C)OC(=O)N[C@H]1C[C@H](N(C1)C(=O)OC(C)(C)C)C(=O)OC 1-tert-butyl 2-methyl (2S,4S)-4-(allyloxycarbonylamino)pyrrolidine-1,2-dicarboxylate